((2,4-dioxo-1,3-diazaspiro[4.4]nonane-6-yl)methyl)-2'-fluoro-[1,1'-biphenyl]-4-sulfonamide O=C1NC2(C(N1)=O)C(CCC2)CC2=C(C=CC(=C2)S(=O)(=O)N)C2=C(C=CC=C2)F